vinyl morpholinate N1(CCOCC1)C(=O)OC=C